CC1=CC(OC2=CC(=CC=C12)OCC1=CC=C(C(=O)OCC(NC(NCC=2SC=CC2)=O)=O)C=C1)=O [2-oxo-2-(2-thienylmethylcarbamoylamino)ethyl] 4-[(4-methyl-2-oxo-chromen-7-yl)oxymethyl]-benzoate